C1(CCCCC1)C1=C(C2=C(C=3C(=NN(C3C=C2)C2OCCCC2)F)CCC1)C1=CC=C(C=C1)N1CCC(CC1)C(OC)OC 7-cyclohexyl-6-(4-(4-(dimethoxymethyl)piperidin-1-yl)phenyl)-1-fluoro-3-(tetrahydro-2H-pyran-2-yl)-3,8,9,10-tetrahydrocyclohepta[e]indazole